4-(4-(4-((2,6-dioxa-8-azaspiro[3.5]non-7-en-7-yl)amino)-2,6-difluorophenoxy)-1-((2-(trimethylsilyl)ethoxy)methyl)-1H-pyrrolo[2,3-b]pyridin-3-yl)-N-(3-methoxypropyl)-N-methylbenzamide C1OCC12COC(=NC2)NC2=CC(=C(OC1=C3C(=NC=C1)N(C=C3C3=CC=C(C(=O)N(C)CCCOC)C=C3)COCC[Si](C)(C)C)C(=C2)F)F